2-(2-Chlorophenyl)-N-{4-[4-(2,2-difluoroethyl)-1H-pyrazol-1-yl]-3-[(2,4-dimethoxy-benzyl)sulfamoyl]phenyl}acetamide ClC1=C(C=CC=C1)CC(=O)NC1=CC(=C(C=C1)N1N=CC(=C1)CC(F)F)S(NCC1=C(C=C(C=C1)OC)OC)(=O)=O